4-((2-(6-fluoro-1H-indol-3-yl)ethyl)amino)-7,8-dihydro-6H-pyrimido[5,4-b][1,4]oxazin FC1=CC=C2C(=CNC2=C1)CCNC1=NC=NC2=C1OCCN2